ClC=1C=C(C(=C)C(F)(F)F)C=CC1 3-chloro-α-trifluoromethylstyrene